FC1=CC=C(OC2=NC3=C(N=C(C(=C3C=C2)O)C(=O)NCC(=O)O)Cl)C=C1 2-(2-(4-fluorophenoxy)-5-hydroxy-8-chloro-1,7-naphthyridine-6-carboxamido)acetic acid